CS(=O)(=O)OCC=1N=NC(=C(C1)C1C(NC(CC1)=O)=O)F (5-(2,6-dioxopiperidin-3-yl)-6-fluoropyridazin-3-yl)methyl methanesulfonate